FC1=CC=C(C=C1)N1N=C(C(=C(C1=O)C(=O)N)C)C 2-(4-fluorophenyl)-5,6-dimethyl-3-oxopyridazine-4-carboxamide